O=C1NC(CCC1N1C(N(C2=C1C=CC(=C2)N2CC(CC2)C=O)C)=O)=O 1-(1-(2,6-dioxopiperidine-3-yl)-3-methyl-2-oxo-2,3-dihydro-1H-benzo[d]imidazole-5-yl)pyrrolidine-3-formaldehyde